5-(4-aminopiperidin-1-yl)-2-(2,6-dioxopiperidin-3-yl)-6-fluoroisoindole NC1CCN(CC1)C1=CC2=CN(C=C2C=C1F)C1C(NC(CC1)=O)=O